BrC1=CC(=C(C=C1)Cl)C(F)F 4-bromo-1-chloro-2-(difluoromethyl)benzene